NC1=NC(=NC=N1)N diamino-1,3,5-triazine